COCC1(CCCCC1)COC 1,1-dimethoxymethylcyclohexane